(S)-(1-(4-bromo-1-(3-(cyclopropylsulfonyl)-3-methyl-but-1-yn-1-yl)-6,7-dihydro-5H-cyclopenta[c]pyridin-3-yl)-2-(3,5-difluorophenyl)ethyl)carbamic acid tert-butyl ester C(C)(C)(C)OC(N[C@@H](CC1=CC(=CC(=C1)F)F)C1=C(C2=C(C(=N1)C#CC(C)(C)S(=O)(=O)C1CC1)CCC2)Br)=O